3-[1-(5-Benzylpyrimidin-2-yl)-2,5-dihydro-1H-pyrrol-3-yl]-6-(1-methyl-1H-pyrazol-4-yl)pyrazolo[1,5-a]pyridine C(C1=CC=CC=C1)C=1C=NC(=NC1)N1CC(=CC1)C=1C=NN2C1C=CC(=C2)C=2C=NN(C2)C